4-(3-bromo-5-nitro-phenyl)morpholine BrC=1C=C(C=C(C1)[N+](=O)[O-])N1CCOCC1